(3S,4S,5S)-5-(benzyloxymethyl)-4-(3,4-difluoro-2-methoxy-phenyl)-3-methyl-tetrahydrofuran-2-one C(C1=CC=CC=C1)OC[C@@H]1[C@@H]([C@@H](C(O1)=O)C)C1=C(C(=C(C=C1)F)F)OC